P(OCC)([O-])=S ethyl phosphonothioate